ClC1=CC2=C(C=N1)C(=NN2)N2CC(CCC2)OC 6-chloro-3-(3-methoxypiperidin-1-yl)-1H-pyrazolo[4,3-c]pyridine